difluorobicyclo[2.1.1]hexane FC12CCC(C1)(C2)F